Bis((perfluorophenyl)methyl)sulfide FC1=C(C(=C(C(=C1F)F)F)F)CSCC1=C(C(=C(C(=C1F)F)F)F)F